CC1N(CCCC1)CC Methyl-ethyl-piperidine